C1(=CC(=CC=C1)N(C1=C(C(=CC=C1)N(C1=CC=CC=C1)C1=CC(=CC=C1)N(C1=CC=CC=C1)C1=CC=CC=C1)Cl)C=1C=C(C=CC1)C1=CC=CC=C1)C1=CC=CC=C1 N1,N1-di([1,1'-biphenyl]-3-yl)-2-chloro-N3-(3-(diphenylamino)phenyl)-N3-phenylbenzene-1,3-diamine